C(C)(=O)N[C@H]1[C@@H](OCC2=CC=CC=C2)O[C@@H]([C@@H]([C@@H]1OC(C)=O)F)COC(C)=O Benzyl 2-acetamido-3,6-di-O-acetyl-2,4-dideoxy-4-fluoro-α-D-galactopyranoside